C(C)(=O)NC1=CC=C(C=C1)C[C@@H](C(=O)NC1=CC=C(C(=O)OC(C)(C)C)C=C1)N (S)-tert-butyl 4-(3-(4-acetamidophenyl)-2-aminopropionamido)benzoate